CN1C(=NN=C1)C1(COC1)C1=CC(=CC=C1)B1OC(C(O1)(C)C)(C)C 4-methyl-3-(3-(3-(4,4,5,5-tetramethyl-1,3,2-dioxaborolan-2-yl)phenyl)oxetan-3-yl)-4H-1,2,4-triazole